ClC1=CC=CC2=C1N=C(O2)C2=C(C(N(C(=N2)C2=NC1=C(N2C2CCC2)C=CC=C1)C)=O)O 6-(4-chlorobenzo[d]oxazol-2-yl)-2-(1-cyclobutyl-1H-benzo[d]imidazol-2-yl)-5-hydroxy-3-methylpyrimidin-4(3H)-one